FC(OC1=CC=C2C3(CC=4C(=NOC4C2=C1)NS(=O)(=O)C1=NC=CC=C1OC)CC3)F N-(8'-(difluoromethoxy)-4'H-spiro[cyclopropane-1,5'-naphtho[2,1-d]isoxazol]-3'-yl)-3-methoxypyridine-2-sulfonamide